1-[2-(3,5-Dimethylisoxazol-4-yl)-6-[5-[(6-methylpyridazin-3-yl)amino]benzimidazol-1-yl]-3-pyridyl]ethanol CC1=NOC(=C1C1=NC(=CC=C1C(C)O)N1C=NC2=C1C=CC(=C2)NC=2N=NC(=CC2)C)C